Cl.FC1=CC=C(C=2C=CC=NC12)NC1CCNCC1 8-fluoro-N-(piperidin-4-yl)quinolin-5-amine hydrochloride